(S)-N-(3-chloro-4-fluorophenyl)-N-trideuteromethyl-2-(6-methyl-4-(trifluoromethyl)pyridin-2-yl)isothiazolidine-3-carboxamide 1,1-dioxide ClC=1C=C(C=CC1F)N(C(=O)[C@H]1N(S(CC1)(=O)=O)C1=NC(=CC(=C1)C(F)(F)F)C)C([2H])([2H])[2H]